dimethyl-nonanamine CC(CCCCCCCC)(N)C